OC1=C(C(=C(C(=O)O)C(=C1I)C)C)I 4-hydroxy-3,5-diiodo-2,6-dimethylbenzoic acid